2-methyl-4-(5-nitro-6-(6-(trifluoromethyl)pyridin-3-yl)-2H-indazol-2-yl)butan-2-ol CC(C)(CCN1N=C2C=C(C(=CC2=C1)[N+](=O)[O-])C=1C=NC(=CC1)C(F)(F)F)O